BrC1=NC(=CC(=C1)OC(C)C)S(=O)(=O)C 2-bromo-4-isopropoxy-6-(methylsulfonyl)pyridine